(Z)-6-(methoxyimino)-3-((4-methylpiperazin-1-yl)methyl)-12-oxo-6,12-dihydroindolo[2,1-b]quinazoline-8-sulfonamide CO\N=C/1\C2=CC(=CC=C2N2C1=NC1=CC(=CC=C1C2=O)CN2CCN(CC2)C)S(=O)(=O)N